1-(1-(4-bromophenyl)-5-methoxy-1H-indol-3-yl)ethane BrC1=CC=C(C=C1)N1C=C(C2=CC(=CC=C12)OC)CC